6-methyl-4-{6-[4-(2-morpholinoethoxy)phenyl]quinolin-2-yl}-1,6-dihydro-7H-pyrrolo[2,3-c]pyridin-7-one CN1C(C2=C(C(=C1)C1=NC3=CC=C(C=C3C=C1)C1=CC=C(C=C1)OCCN1CCOCC1)C=CN2)=O